The molecule is an aluminosilicate mineral with approximate chemical composition H2Al2Si2O8.H2O. Rocks that are rich in kaolinite are known as kaolin or china clay. [OH-].[OH-].[OH-].[OH-].[O-][Si](=O)O[Si](=O)[O-].[Al+3].[Al+3]